C1(=CC=CC=C1)[C@@]1(CNCC1)N1N=CC(=C1)C1=CC=C(C=C1)OC(F)(F)F (S)-1-(3-phenylpyrrolidin-3-yl)-4-(4-(trifluoromethoxy)phenyl)-1H-pyrazole